1-amino-5-hexyne NCCCCC#C